cis-3-((5-chloro-4-(4-fluorophenyl)pyrimidin-2-yl)amino)cyclohexane-1-carboxamide ClC=1C(=NC(=NC1)N[C@H]1C[C@H](CCC1)C(=O)N)C1=CC=C(C=C1)F